FC([C@@H](CC(=O)OCC)C)(F)F |r| (+/-)-ethyl 4,4,4-trifluoro-3-methylbutanoate